1-(4-Methoxybenzyl)-3,4-dihydro-quinolin-2(1H)-one COC1=CC=C(CN2C(CCC3=CC=CC=C23)=O)C=C1